mesitylenesulfonate C1(=C(C(=CC(=C1)C)C)S(=O)(=O)[O-])C